1-(2-((2-((3-chloro-2-fluorobenzyl)amino)-2-oxoethyl)(cyclopropyl)amino)-2-oxoethyl)-5-(pyrimidin-5-yl)-1H-indazole-3-carboxamide ClC=1C(=C(CNC(CN(C(CN2N=C(C3=CC(=CC=C23)C=2C=NC=NC2)C(=O)N)=O)C2CC2)=O)C=CC1)F